5-oxo-4,5-dihydro-1H-1,2,4-triazole-3-carboxamide O=C1NC(=NN1)C(=O)N